N[C@H](C(=O)NCC1=CC=C(C=C1)C(=N)NC(OCC1=CC=CC=C1)=O)C benzyl (S)-((4-((2-aminopropanamido)methyl)phenyl)(imino) methyl)carbamate